6-[1-[7-(4-chlorophenyl)-1-methyl-8-(2-methylpyrazol-3-yl)-2,6-dioxopurin-3-yl]ethyl]-N,N-bis[(4-methoxyphenyl)methyl]pyridine-3-sulfonamide ClC1=CC=C(C=C1)N1C(=NC=2N(C(N(C(C12)=O)C)=O)C(C)C1=CC=C(C=N1)S(=O)(=O)N(CC1=CC=C(C=C1)OC)CC1=CC=C(C=C1)OC)C=1N(N=CC1)C